C(#C)C=1C=CC=C2C=CC=C(C12)C1=CC=C2C(=NC(=NC2=C1F)OCC12CCCN2CCC1)N1C[C@@H](N(CC1)C(C(=C)F)=O)CC#N (S)-2-(4-(7-(8-ethynylnaphth-1-yl)-8-fluoro-2-((tetrahydro-1H-pyrrolizin-7a(5H)-yl)methoxy)quinazolin-4-yl)-1-(2-fluoroacryloyl)piperazin-2-yl)acetonitrile